1,3-bis[2-(2-benzyloxyethoxy)ethyl]imidazolium C(C1=CC=CC=C1)OCCOCCN1C=[N+](C=C1)CCOCCOCC1=CC=CC=C1